2-(3-aminoprop-1-yn-1-yl)-N-(tetrahydro-2H-pyran-4-yl)-3-(2,2,2-trifluoroethyl)pyrazolo[1,5-a]pyridin-7-amine NCC#CC1=NN2C(C=CC=C2NC2CCOCC2)=C1CC(F)(F)F